(S)-4-((2'S,3S,4'S,5'R)-6-chloro-4'-(3-chloro-2-fluorophenyl)-2'-neopentylspiro[indoline-3,3'-pyrrolidine]-5'-carbonyl)-2-methyl-3,4-dihydro-2H-benzo[b][1,4]oxazine-7-carboxamide ClC1=CC=C2C(=C1)NC[C@@]21[C@@H](N[C@H]([C@@H]1C1=C(C(=CC=C1)Cl)F)C(=O)N1C2=C(O[C@H](C1)C)C=C(C=C2)C(=O)N)CC(C)(C)C